4-(2-tolyl)-4,6,7,8-tetrahydro-2H-chromene-2,5(3H)-dione C1(=C(C=CC=C1)C1CC(OC=2CCCC(C12)=O)=O)C